5,6-difluoro-2-hydroxy-2,3-dihydro-1H-indene-2-carboxylic acid FC=1C=C2CC(CC2=CC1F)(C(=O)O)O